OC1CC(N(C1)C(C(C(C)C)N1N=NC(=C1)C1=NC=CC=C1)=O)C(=O)NC 4-hydroxy-N-methyl-1-(3-methyl-2-(4-(pyridin-2-yl)-1H-1,2,3-triazol-1-yl)butanoyl)pyrrolidine-2-carboxamide